S(=O)(=O)(OC=1C=CC=2C3=C(C=NC2C1)C=1C=CC(=CC1O[C@@H]3C3=CC=C(C=C3)OCCN3CC(C3)CF)C(F)(F)F)O [(5R)-5-[4-[2-[3-(Fluoromethyl)azetidin-1-yl]ethoxy]phenyl]-8-(trifluoromethyl)-5H-chromeno[4,3-c]quinolin-2-yl] hydrogen sulfate